[2-(2-diphenylphosphanylphenoxy)phenyl]-diphenyl-phosphane palladium (2+) dichloride [Pd](Cl)Cl.C1(=CC=CC=C1)P(C1=C(OC2=C(C=CC=C2)P(C2=CC=CC=C2)C2=CC=CC=C2)C=CC=C1)C1=CC=CC=C1